N-(5-(3-chlorobenzyl)pyridin-2-yl)-6-(methoxymethyl)nicotinamide ClC=1C=C(CC=2C=CC(=NC2)NC(C2=CN=C(C=C2)COC)=O)C=CC1